2-((S)-2-(((S)-6'-chloro-7-iodo-3',4'-dihydro-2H,2'H-spiro[benzo[b][1,4]oxazepin-3,1'-naphthalen]-5(4H)-yl)methyl)azetidin-1-yl)-3-methoxypropan-1-ol ClC=1C=C2CCC[C@]3(C2=CC1)CN(C1=C(OC3)C=CC(=C1)I)C[C@H]1N(CC1)C(CO)COC